6-(((tert-butyldimethylsilyl)oxy)methyl)-6-hydroxy-2H-pyran-3(6H)-one [Si](C)(C)(C(C)(C)C)OCC1(C=CC(CO1)=O)O